4-[(4-fluorophenoxy)acetyl]-10,10-dimethyl-9-oxo-1-oxa-4-azaspiro[5.5]undec-7-ene-8-carbonitrile FC1=CC=C(OCC(=O)N2CCOC3(C2)C=C(C(C(C3)(C)C)=O)C#N)C=C1